C(C)(=O)OC(C=O)=CC acetoxy-2-butenal